2-(6-Chloro-1,3,4,9-tetrahydro-2H-pyrido[3,4-b]indol-2-yl)-N1-(3-chlorophenyl)-N3-methylmalonamide ClC=1C=C2C3=C(NC2=CC1)CN(CC3)C(C(=O)NC3=CC(=CC=C3)Cl)C(=O)NC